2,6-difluoro-4-methoxy-benzaldehyde FC1=C(C=O)C(=CC(=C1)OC)F